Ethyl (E)-2-(3-(5-ethoxypyridin-2-yl)-1-oxo-1H-isochromen-4-yl)-3-hydroxybut-2-enoate C(C)OC=1C=CC(=NC1)C=1OC(C2=CC=CC=C2C1/C(/C(=O)OCC)=C(/C)\O)=O